Cl.FC1=CC=C(OC=2C=C(C=CC2)\C=C/2\C(N\C(\C(N2)=O)=C/C=2N=C(NC2C(C)C)C(CC)C2NCCOC2)=O)C=C1 (3Z,6Z)-3-(3-(p-Fluorophenoxy)phenyl)methylene-6-((5-isopropyl-1-(3-morpholinyl)propylimidazol-4-yl)methylene)piperazine-2,5-dione, hydrochloride